C1=CC=C(C(=C1)C2=CN=CC=C2)C(=O)/C=C/C3=CC(=C(C=C3)O)O 3-(3,4-Dihydroxy-phenyl)-1-(2-pyridin-3-yl-phenyl)-propenone